3,5-bis(t-butyldimethylsilyloxymethyl)phenylacetylene [Si](C)(C)(C(C)(C)C)OCC=1C=C(C=C(C1)CO[Si](C)(C)C(C)(C)C)C#C